6-bromo-3,3-difluoro-1,3-dihydro-2H-indol-2-one BrC1=CC=C2C(C(NC2=C1)=O)(F)F